butanediol bis(3-mercaptoisobutyrate) SCC(C(=O)OC(CCC)OC(C(CS)C)=O)C